8-(2-chlorophenyl)-7-(4-chlorophenyl)-3-([4-[(2-methoxyethoxy)methyl]phenyl]methyl)-1-methylpurine-2,6-dione ClC1=C(C=CC=C1)C1=NC=2N(C(N(C(C2N1C1=CC=C(C=C1)Cl)=O)C)=O)CC1=CC=C(C=C1)COCCOC